CC1=CC=C(C(=O)OC[C@]2(OC(C([C@@H]2OC(C2=CC=C(C=C2)C)=O)([2H])[2H])O)C#C)C=C1 [(2R,3S)-4,4-dideuterio-2-ethynyl-5-hydroxy-3-(4-methylbenzoyl)oxy-tetrahydrofuran-2-yl]methyl 4-methylbenzoate